3-Aminobutyl(diethoxymethylsilan) NC(CC[SiH2]C(OCC)OCC)C